(S)-4-(2-((4-((4-(3-((2-(1-hydroxyethyl)-1H-imidazol-1-yl)methyl)isoxazol-5-yl)phenyl)ethynyl)benzyl)amino)ethyl)-4H-1,2,4-triazole-3-carbonitrile O[C@@H](C)C=1N(C=CN1)CC1=NOC(=C1)C1=CC=C(C=C1)C#CC1=CC=C(CNCCN2C(=NN=C2)C#N)C=C1